FC=1C=CC2=C(CCC3N(C2=O)CC(CC3)C3=NC(=NO3)C=3NC=C(C3)C)C1 9-Fluoro-3-[3-(4-methyl-1H-pyrrol-2-yl)-1,2,4-oxadiazol-5-yl]-1,3,4,11,12,12a-hexahydropyrido[1,2-b][2]benzazepin-6(2H)-one